N,N'-bis(4-iodophenyl)[1,2,5]oxadiazolo[3,4-b]pyrazine-5,6-diamine IC1=CC=C(C=C1)NC1=NC=2C(N=C1NC1=CC=C(C=C1)I)=NON2